O=C(C(=O)O)NCCC OXO(PROPYLAMINO)ACETIC ACID